1,2-bis[tris(1,1-dimethyl-2-butynyloxy)silyl]ethane tert-butyl-(R)-(1-(7-chloroimidazo[1,2-b]pyridazin-2-yl)-2-((1,1,1-trifluoro-2-methylpropan-2-yl)oxy)ethyl)carbamate C(C)(C)(C)N(C(O)=O)[C@@H](COC(C(F)(F)F)(C)C)C=1N=C2N(N=CC(=C2)Cl)C1.CC(C#CC)(O[Si](CC[Si](OC(C#CC)(C)C)(OC(C#CC)(C)C)OC(C#CC)(C)C)(OC(C#CC)(C)C)OC(C#CC)(C)C)C